CC=1N=CN(C1)C1=CC(=NC(=C1)NC(C1=NC=CC(=C1)C1=CC=CC=C1)=O)CN1C[C@H](CCC1)NC(OC(C)(C)C)=O tert-butyl (S)-(1-((4-(4-methyl-1H-imidazol-1-yl)-6-(4-phenylpicolinamido)pyridin-2-yl)methyl)piperidin-3-yl)carbamate